(S)-9,9a-dihydro-1H,3H-oxazolo[3,4-a]indol-3-one C1OC(N2[C@H]1CC=1C=CC=CC21)=O